FC(C1=CN=C2N1C=C(C=C2F)C=2C(=CN1N=C(N=C(C12)OC)N[C@@H]1[C@H](CN(CC1)C1COC1)F)F)F 5-(3-(difluoromethyl)-8-fluoroimidazo[1,2-a]pyridin-6-yl)-6-fluoro-N-((3S,4S)-3-fluoro-1-(oxetan-3-yl)piperidin-4-yl)-4-methoxypyrrolo[2,1-f][1,2,4]triazin-2-amine